O[C@H]1C[C@H](C2=CC=CC=C12)NC(=O)C1=CN(CCS1)C1=C2C(=NC=C1)NC=C2 |o1:1,3| Rel-N-((1R,3S)-3-hydroxy-2,3-dihydro-1H-inden-1-yl)-4-(1H-pyrrolo[2,3-b]pyridin-4-yl)-3,4-dihydro-2H-1,4-thiazine-6-carboxamide